N[C@H](C(=O)O)CC1=CN(C(C=C1)=O)C (S)-2-amino-3-(1-methyl-6-oxo-1,6-dihydropyridin-3-yl)propanoic acid